(1,2-Dicarboxyethyl)cysteine C(=O)(O)C(CC(=O)O)N[C@@H](CS)C(=O)O